PyrrolidineDiamide N1(C(CCC1)C(=O)N)C(=O)N